C12CN(CC(O1)C2)C2=NN(C1=C2C=NC(=C1)CC(=O)N)C1=NC(=NC(=C1)C(C)C)C(C)(F)F (3-(6-oxa-3-azabicyclo[3.1.1]hept-3-yl)-1-(2-(1,1-difluoroethyl)-6-isopropylpyrimidin-4-yl)-1H-pyrazolo[4,3-c]pyridin-6-yl)acetamide